4,6-diazaspiro[2.4]heptan-5,7-dione C1CC12NC(NC2=O)=O